BrC=1C=CC(=NC1)C12CNCC(N1)C2 (5-bromopyridin-2-yl)-3,6-diazabicyclo[3.1.1]heptane